C(C(=C)C)(=O)OCCC1=CC(=CC=C1)C1=CC=CC=C1 2-(3-phenylphenyl)-ethyl methacrylate